COC=1C=C2SC3=NC(=CN3C2=CC1)C=1N=C2N(C=CC(=C2)C#N)C1NC 2-{10-methoxy-7-thia-2,5-diazatricyclo[6.4.0.02,6]dodeca-1(12),3,5,8,10-pentaen-4-yl}-3-(methylamino)imidazo[1,2-a]pyridine-7-carbonitrile